(R)-((1R)-2,2-difluorocyclopropyl)(6-(2-methyl-2H-pyrazolo[3,4-b]pyridin-5-yl)thieno[2,3-b]pyridin-2-yl)methanol FC1([C@H](C1)[C@@H](O)C1=CC=2C(=NC(=CC2)C2=CC=3C(N=C2)=NN(C3)C)S1)F